pyridin-2-yl-oxazole-2-carboxamide N1=C(C=CC=C1)C=1N=C(OC1)C(=O)N